(3-fluoro-5-(isoxazol-4-ylmethyl)-2-methoxyphenyl)boronic acid FC=1C(=C(C=C(C1)CC=1C=NOC1)B(O)O)OC